[C@H]1([C@H](CCCC1)N)N |r| racemic-(1S,2S)-cyclohexane-1,2-diamine